ClC1=C(C=C(OCC(=O)NC23CC(C2)(C3)C(=O)NCC=3SC(=CN3)C)C=C1)F 3-[2-(4-chloro-3-fluorophenoxy)acetamido]-N-[(5-methyl-1,3-thiazol-2-yl)methyl]bicyclo[1.1.1]pentane-1-carboxamide